O=C1N(C(C=C1)=O)CCC(=O)NCCC(=O)O 3-[3-(2,5-dioxopyrrol-1-yl)propanamido]propanoic acid